ClC1=CC=C(OCC(=O)NC2C(CN(CC2)C(COC2=CC=C(C=C2)Cl)=O)F)C=C1 2-(4-chlorophenoxy)-N-(1-(2-(4-chlorophenoxy)acetyl)-3-fluoropiperidin-4-yl)acetamide